5-(imidazo[1,2-a]pyridin-6-yl)-4-methoxy-7H-pyrrolo[2,3-d]pyrimidin-2-amine N=1C=CN2C1C=CC(=C2)C2=CNC=1N=C(N=C(C12)OC)N